[I-].C(CC)[N+]1=CN(C2=C1C=CC=C2)CCC 1,3-Dipropylbenzimidazolium iodide